BrC1=CC(=C(C=C1F)CC(=O)NC([2H])([2H])[2H])NC([2H])([2H])[2H] (4-bromo-5-fluoro-2-((methyl-d3)amino)phenyl)-N-(methyl-d3)acetamide